The molecule is a butenolide that is (5-oxo-2,5-dihydrofuran-3-yl)methyl phosphate carrying an additional 6-methylheptanoyl substituent at position 4. It has a role as a bacterial metabolite. It is an enone, a butenolide and a monoalkyl phosphate. It is a conjugate acid of a [4-(6-methylheptanoyl)-5-oxo-2,5-dihydrofuran-3-yl]methyl phosphate(2-). CC(C)CCCCC(=O)C1=C(COC1=O)COP(=O)(O)O